3-Fluoro-4-(6-(methyl(7H-pyrrolo[2,3-d]pyrimidin-4-yl)amino)-2-azaspiro[3.3]heptan-2-carbonyl)benzonitril FC=1C=C(C#N)C=CC1C(=O)N1CC2(C1)CC(C2)N(C=2C1=C(N=CN2)NC=C1)C